4-amino-2,6-dihydroxy-benzoic acid NC1=CC(=C(C(=O)O)C(=C1)O)O